C1(CCCCCCC1)NC1=N\C(\C(N1C)=O)=C/C1=CC2=C(N=CN2C)C=C1 (5Z)-2-(Cyclooctylamino)-3-methyl-5-[(3-methylbenzimidazol-5-yl)methylene]imidazol-4-one